2-hydroxy-N-(2-(2-(2-hydroxy-phenyl)-4,5-dihydroimidazol-1-yl)ethyl)benzamide OC1=C(C(=O)NCCN2C(=NCC2)C2=C(C=CC=C2)O)C=CC=C1